ClC1=NC=CC(=C1Cl)NC(C)=N N-(2,3-dichloropyridin-4-yl)acetimidamide